C[C@H]1[C@H]([C@H]([C@@H]([C@@H](O1)O[C@@H]2[C@H]([C@@H](O[C@@H]([C@H]2O[C@H]3[C@@H]([C@H]([C@H]([C@H](O3)CO)O)O[C@@H]4[C@@H]([C@H]([C@H]([C@H](O4)CO)O)O)O)O[C@H]5[C@H]([C@@H]([C@@H]([C@@H](O5)C)O)O)O)CO)O)O)O)O)O The molecule is a branched pentasaccharide consisting of a trisaccharide chain of alpha-D-galactose, beta-D-galactose and beta-D-glucose residues linked sequentially (1->3) and (1->4), with alpha-L-fucosyl residues attached by (1->2) and (1->3) linkages to the beta-D-galactose and beta-D-glucose residues respectively. It derives from an alpha-L-Fucp-(1->3)-[alpha-L-Fucp-(1->2)-beta-D-Galp-(1->4)]-beta-D-Glcp.